CN(C/C=C/C(=O)N1CCC(CC1)OC=1C=C2C(=NC=NC2=CC1OC)NC1=C(C=CC(=C1)C=1SC=CC1)OC)C (E)-4-(dimethylamino)-1-(4-((7-methoxy-4-((2-methoxy-5-(thiophen-2-yl)phenyl)amino)quinazoline-6-yl)oxy)piperidin-1-yl)but-2-en-1-one